(R)-6'-hydroxy-3'-(((4-hydroxyphenyl)thio)methyl)-2',4',6'-trimethylspiro[cyclopropane-1,5'-inden]-7'(6'H)-one O[C@@]1(C2(C(=C3C(=C(C=C3C1=O)C)CSC1=CC=C(C=C1)O)C)CC2)C